NC1=NC(=CC(=N1)N1CCC2(C[C@H](NC2)C(=O)O)CC1)O[C@@H](C(F)(F)F)C1=CC=C(C=C1)C1=CC(=C(C=C1)OC)F (S)-8-(2-amino-6-((R)-2,2,2-trifluoro-1-(3'-fluoro-4'-methoxy-[1,1'-biphenyl]-4-yl)ethoxy)pyrimidin-4-yl)-2,8-diazaspiro[4.5]decane-3-carboxylic acid